(3S)-4'-(5-methyl-1H-indazol-4-yl)-2'-(2-(2-propenoyl)-2,6-diazaspiro[3.4]octan-6-yl)-4,5,5',8'-tetrahydrospiro[furan-3,7'-pyrano[4,3-b]pyridine]-3'-carbonitrile CC=1C(=C2C=NNC2=CC1)C1=C2C(=NC(=C1C#N)N1CC3(CN(C3)C(C=C)=O)CC1)C[C@@]1(OC2)COCC1